CC=1C(C2=CC=CC=C2C(C1CC=1C=NC(=CC1)OC1COC1)=O)=O 2-methyl-3-((6-(oxetan-3-yloxy)pyridin-3-yl)methyl)naphthalene-1,4-dione